BrC=1C=C(C=CC1)C(C(F)(F)F)NCC 1-(3-bromophenyl)-N-ethyl-2,2,2-trifluoroethan-1-amine